CN1N=NN=C1[C@@H](C=1C=C(C=CC1)N1C(C2=CC(=CC(=C2C1)C(F)(F)F)CNC1(CCC1)C)=O)C1COC1 (R)-2-(3-((1-methyl-1H-tetrazol-5-yl)(oxetan-3-yl)methyl)phenyl)-6-(((1-methylcyclobutyl)amino)methyl)-4-(trifluoromethyl)isoindolin-1-one